F[C@H]1CN(CC[C@@H]1N1CCNCC1)C=1C=CC(=NC1C)C1C(NC(CC1)=O)=O 3-(5-((3S,4S)-3-fluoro-4-(piperazin-1-yl)piperidin-1-yl)-6-methylpyridin-2-yl)piperidine-2,6-dione